N-(1-(5-methoxy-1-(4-(trifluoromethyl)phenyl)-1H-pyrazolo[4,3-b]pyridin-3-yl)pyrrolidin-3-yl)acrylamide COC1=CC=C2C(=N1)C(=NN2C2=CC=C(C=C2)C(F)(F)F)N2CC(CC2)NC(C=C)=O